(R)-1'-(6-amino-5-((2-chloro-3-(oxazol-2-yl)phenyl)sulfanyl)-3-(oxaCyclobut-3-yl)pyrazin-2-yl)-3H-spiro[benzofuran-2,4'-piperidin]-3-amine NC1=C(N=C(C(=N1)N1CCC2(CC1)OC1=C([C@H]2N)C=CC=C1)C1COC1)SC1=C(C(=CC=C1)C=1OC=CN1)Cl